BrCCCCCC(OCCCCCCCC)O[Si](OCC(CCCCCCCC)CCCCCC)(C)C 10-(5-bromopentyl)-15-hexyl-12,12-dimethyl-9,11,13-trioxa-12-silatricosane